1-((2S,5S)-9-((2-cyclopropylpyrimidin-5-yl)ethynyl)-2,3-dihydro-2,5-methanopyrido[3,4-f][1,4]oxazepin-4(5H)-yl)-3,3-difluoro-2,2-dimethylpropan-1-one C1(CC1)C1=NC=C(C=N1)C#CC1=CN=CC=2[C@H]3N(C[C@@H](OC21)C3)C(C(C(F)F)(C)C)=O